N6-hydroxy-N-pentanoyl-adenine ON(C1=C2NC=NC2=NC=N1)C(CCCC)=O